5-(4-amino-5-(trifluoromethyl)pyrrolo[2,1-f][1,2,4]triazin-7-yl)-N-((3R,4S)-4-fluoro-1-(3,3,3-trifluoro-2,2-dihydroxypropanoyl)pyrrolidin-3-yl)-2-methoxynicotinamide NC1=NC=NN2C1=C(C=C2C=2C=NC(=C(C(=O)N[C@@H]1CN(C[C@@H]1F)C(C(C(F)(F)F)(O)O)=O)C2)OC)C(F)(F)F